ClC=1C2=C(C=NC1C1CC1)N=C(N2)C2=CC(=CN2)C(=O)C=2C(=NC=CC2)C(F)(F)F (5-(7-chloro-6-cyclopropyl-1H-imidazo[4,5-c]pyridin-2-yl)-1H-pyrrol-3-yl)(2-(trifluoromethyl)pyridin-3-yl)methanone